FC1=C(C=C(C=C1)C(F)(F)F)CCC(=O)O 3-(2-fluoro-5-(trifluoromethyl)phenyl)propionic acid